BrC=1C=CC(=C(C1)S(=O)(=O)NC=1C(=C(C(=O)NC)C=C(C1)S(F)(F)(F)(F)F)O)O 3-((5-Bromo-2-hydroxyphenyl)sulfonamido)-2-hydroxy-N-methyl-5-(pentafluoro-λ6-sulfaneyl)benzamide